C1(=CC=CC=C1)C1C2C3C4C=CC(C3C(C1)C2)C4 8-phenyl-tetracyclo[4.4.0.12,5.17,10]dodec-3-ene